(S)-1-(2-(1-(4-((2-fluorophenoxy)methyl)phenyl)imidazo[1,5-a]pyrazin-3-yl)pyrrolidin-1-yl)but-2-yn-1-one FC1=C(OCC2=CC=C(C=C2)C=2N=C(N3C2C=NC=C3)[C@H]3N(CCC3)C(C#CC)=O)C=CC=C1